N-(adamantan-1-yl)-4-(4-isopropylphenyl)pyridineamide C12(CC3CC(CC(C1)C3)C2)NC(=O)C2=NC=CC(=C2)C2=CC=C(C=C2)C(C)C